COC1=CC=C(C=C1)C1=NCCC2=CC=CC=C12 1-(4-methoxyphenyl)-3,4-dihydro-isoquinoline